C(=O)O.C(C)N1CCCCC1 ethyl-piperidine formate